[Sm].COCC(C)OC 1,2-dimethoxypropane samarium